(1S,2S,4R)-N-[(1S)-1-cyano-2-[4-[3-(dimethylamino)-1-piperidinyl]-2-fluoro-phenyl]ethyl]-3-azabicyclo[2.2.1]heptane-2-carboxamide C(#N)[C@H](CC1=C(C=C(C=C1)N1CC(CCC1)N(C)C)F)NC(=O)[C@@H]1[C@H]2CC[C@@H](N1)C2